6-bromo-1-(2,6-dioxopiperidin-3-yl)indolin-4-yl sulfurofluoridate S(OC1=C2CCN(C2=CC(=C1)Br)C1C(NC(CC1)=O)=O)(=O)(=O)F